boron zinc-calcium [Ca].[Zn].[B]